(2-chloro-6-hydroxyphenyl)boronic acid ClC1=C(C(=CC=C1)O)B(O)O